1-ethyl-2,3-dimethyl-imidazolium chloride [Cl-].C(C)N1C(=[N+](C=C1)C)C